(3R,4S)-4-[4-chloro-3-(3-methyl-5-{[5-(trifluoromethyl)pyrazin-2-yl]oxy}phenyl)-1H-pyrrolo[3,2-c]pyridin-1-yl]oxolan-3-ol ClC1=NC=CC2=C1C(=CN2[C@@H]2[C@H](COC2)O)C2=CC(=CC(=C2)OC2=NC=C(N=C2)C(F)(F)F)C